Cl.NC1=C(C=C(C=N1)NC(C(=O)N1C(CCC(C1)C)([2H])C1=CC=C(C=C1)F)=O)C N-(6-amino-5-methylpyridin-3-yl)-2-(2-(4-Fluorophenyl)-5-methylpiperidin-1-Yl-2-d)-2-oxoacetamide Hydrochloride